2-(4-methylthiazol-5-yl)ethane CC=1N=CSC1CC